O1C(=CC=C1)CC=1N=C(C2=C(N1)NC=C2C)N [(furan-2-yl)methyl]-5-methyl-7H-pyrrolo[2,3-d]pyrimidin-4-amine